6-chloro-1H,3H-furo[3,4-c]pyridine-4-carboxylic acid ClC1=CC2=C(C(=N1)C(=O)O)COC2